N-trifluoromethyl-thiosaccharin FC(N1S(=S)(=O)C2=CC=CC=C2C1=O)(F)F